C(C1=CC=CC=C1)(=O)C1=C(C(OC1N(C)C)=O)C1=CC=C(C=C1)I 4-benzoyl-5-(dimethylamino)-3-(4-iodophenyl)furan-2(5H)-one